FC=1C=2N(C=C(C1)C1=CC3=CN(N=C3C(=C1)F)C)C=C(N2)C21OCC(C2)(C1)N(C(OC(C)(C)C)=O)C tert-butyl N-[1-[8-fluoro-6-(7-fluoro-2-methyl-indazol-5-yl)imidazo[1,2-a]pyridin-2-yl]-2-oxabicyclo[2.1.1]hexan-4-yl]-N-methyl-carbamate